6-(4-Chlorophenyl)-3-(3-hydroxyphenyl)-8-(pyridin-3-yl)pyrido[3,4-d]pyrimidin-4(3H)-one ClC1=CC=C(C=C1)C1=CC2=C(N=CN(C2=O)C2=CC(=CC=C2)O)C(=N1)C=1C=NC=CC1